C(C)C1=CC(=C(C(=C1)[2H])NC(=O)NC1=CNC2=C(C(=C(C(=C12)[2H])[2H])[2H])[2H])[2H] 1-(4-Ethylphenyl-2,6-d2)-3-(1H-indol-3-yl-4,5,6,7-d4)urea